N-acetyl-D-glucosamine CC(=O)N[C@@H]1[C@H]([C@@H]([C@H](O[C@@H]1O)CO)O)O